tert-butyl 4-((3-(2-(azepan-1-yl)acetamido)-4-methylthiophene-2-carboxamido)methyl)piperidine-1-carboxylate N1(CCCCCC1)CC(=O)NC1=C(SC=C1C)C(=O)NCC1CCN(CC1)C(=O)OC(C)(C)C